N-(5-bromo-2-pyridyl)-5-methoxy-N-methyl-pyridin-2-amine BrC=1C=CC(=NC1)N(C1=NC=C(C=C1)OC)C